C1(CCCC1)N1C(N(C=2C=NC(=CC21)NC2=C(C=CC=C2)O)C)=O 1-cyclopentyl-6-((2-hydroxyphenyl)amino)-3-methyl-1,3-dihydro-2H-imidazo[4,5-c]pyridin-2-one